C(C)OC(CCCCCCC\C=C/CCCCCCCC)=O oleic acid ethylester